3,5-dichlorophenol oxygen [O].ClC=1C=C(C=C(C1)Cl)O